1-(1-(2,6-Dioxopiperidin-3-yl)-4-fluoro-3-methyl-2-oxo-2,3-dihydro-1H-benzo[d]imidazol-5-yl)piperidine-4-carbaldehyde O=C1NC(CCC1N1C(N(C2=C1C=CC(=C2F)N2CCC(CC2)C=O)C)=O)=O